2,5-bis(4-amino-3,5-dimethoxybenzylidene)cyclohexan-1-one NC1=C(C=C(C=C2C(CC(CC2)=CC2=CC(=C(C(=C2)OC)N)OC)=O)C=C1OC)OC